C12COCC(CC1)N2C2=NC=CC(=C2NC(=O)C=2C=NC(=NC2)OC)C2=C(C=CC=C2)F N-(2-(3-oxa-8-azabicyclo[3.2.1]octan-8-yl)-4-(2-fluorophenyl)pyridin-3-yl)-2-methoxypyrimidine-5-carboxamide